N(=[N+]=[N-])C=1C=C(C(=O)O)C=C(C1)C(F)(F)F 3-azido-5-(trifluoromethyl)benzoic acid